7-cyclopropyl-2-{[3-(2,3-dichloro-6-fluorophenyl)-1-(prop-2-enoyl)azetidin-3-yl]amino}-1,7-naphthyridin-8-one C1(CC1)N1C=CC=2C=CC(=NC2C1=O)NC1(CN(C1)C(C=C)=O)C1=C(C(=CC=C1F)Cl)Cl